N-(cyclopropylmethyl)-5-((3-fluoro-4-methoxybenzyl)amino)-2-morpholinobenzamide C1(CC1)CNC(C1=C(C=CC(=C1)NCC1=CC(=C(C=C1)OC)F)N1CCOCC1)=O